Cl.Cl.COC1=CC=C(CC2(CN=C(N2)SCCCCN2CCCC2)C)C=C1 5-(4-methoxybenzyl)-5-methyl-2-((4-(pyrrolidin-1-yl)butyl)thio)-4,5-dihydro-1H-imidazole dihydrochloride